N-(5-Chlorothiazol-2-yl)-2-(3,3-difluorocyclopentyl)-2-(4-(2-isopropyl-2H-tetrazol-5-yl)phenyl)acetamide ClC1=CN=C(S1)NC(C(C1=CC=C(C=C1)C=1N=NN(N1)C(C)C)C1CC(CC1)(F)F)=O